(2-chloro-4,6-difluorophenyl)pyrimidine-5-carboxamide ClC1=C(C(=CC(=C1)F)F)C1=NC=C(C=N1)C(=O)N